7-bromo-2-(4-cyanophenyl)[1,2,4]triazolo[1,5-c]quinazolin BrC1=CC=CC=2C=3N(C=NC12)N=C(N3)C3=CC=C(C=C3)C#N